6-({4-[(2S)-2-{[8-(trifluoromethyl)quinazolin-4-yl]amino}propyl]piperazin-1-yl}sulfonyl)-2,3-dihydro-1,3-benzothiazol-2-one FC(C=1C=CC=C2C(=NC=NC12)N[C@H](CN1CCN(CC1)S(=O)(=O)C1=CC2=C(NC(S2)=O)C=C1)C)(F)F